[V].CC1=C(C(=CC=C1)C)N1C(N(CC1)C1=C(C=CC=C1C)C)=N 1,3-bis(2',6'-dimethylphenyl)-imidazolidinimine vanadium